(8-amino-5-(1-(methyl-d3)-6-oxo-1,6-dihydropyridazin-3-yl)-2-(pyridin-2-ylmethyl)-[1,2,4]triazolo[1,5-a]pyrazin-6-yl)benzonitrile NC=1C=2N(C(=C(N1)C1=C(C#N)C=CC=C1)C1=NN(C(C=C1)=O)C([2H])([2H])[2H])N=C(N2)CC2=NC=CC=C2